3-azido-3-deoxy-β-D-galactopyranose N(=[N+]=[N-])[C@@H]1[C@H]([C@H](O)O[C@@H]([C@@H]1O)CO)O